OC[C@H]1[C@@H](C1)COC=1C=C(C=C(C1)[N+](=O)[O-])S(=O)(=O)N(CC1=CC=C(C=C1)OC)CC1=CC=C(C=C1)OC 3-(((1R,2R)-2-(hydroxymethyl)cyclopropyl)methoxy)-N,N-bis(4-methoxybenzyl)-5-nitrobenzenesulfonamide